FC(C1=NC=C(C=N1)NC(N)=N)(F)F 3-(2-(trifluoromethyl)pyrimidin-5-yl)guanidine